C1(CCC1)NC=1C=CC(=NC1NC1(COCC1)C)C1=CC=C(C(=O)N(C)C)C=C1 4-[5-(cyclobutylamino)-6-[(3-methyltetrahydrofuran-3-yl)amino]-2-pyridinyl]-N,N-dimethylbenzamide